NC=1C=2N(C(=CN1)CNC1CNCCC1)C(=NC2C2=CC=C(C1=CC=CC=C21)NC(NC2=CC(=CC=C2)C(F)(F)F)=O)C 3-[4-(8-amino-3-methyl-5-{[(piperidin-3-yl)amino]methyl}imidazo[1,5-a]pyrazin-1-yl)naphthalen-1-yl]-1-[3-(trifluoromethyl)phenyl]urea